CC1=NC=CC=C1N1C=C(C=CC1=O)C(=O)OC Methyl 1-(2-methyl-3-pyridyl)-6-oxo-pyridine-3-carboxylate